CN(CCCOC1=C(C=C(C=C1)C1=CC=C2N=CC=3N(C2=C1)C(=NC3C)C3CCOCC3)C(F)(F)F)C N,N-dimethyl-3-(4-(3-methyl-1-(tetrahydro-2H-pyran-4-yl)imidazo[1,5-a]quinoxalin-8-yl)-2-(trifluoromethyl)phenoxy)propan-1-amine